2,2'-(5',6'-bis(10-methylphenazin-5(10H)-yl)-[1,1':2',1''-terphenyl]-3',4'-diyl)bis(benzo[d]thiazole) CN1C2=CC=CC=C2N(C=2C=CC=CC12)C1=C(C(=C(C(=C1N1C=2C=CC=CC2N(C2=CC=CC=C12)C)C1=CC=CC=C1)C1=CC=CC=C1)C=1SC2=C(N1)C=CC=C2)C=2SC1=C(N2)C=CC=C1